C(C)(CCCCCCCCCC)OC(C)CCCCCCCCCC sec-dodecyl ether